N-[trans-(7RS,9RS)-3-cyclopropyl-5-(2-methylpropylsulfamoyl)-9-(pyridin-3-ylsulfonylamino)-8,9-dihydro-7H-cyclopenta[h]isoquinolin-7-yl]pyridine-3-carboxamide C1(CC1)C=1N=CC2=C3C(=CC(=C2C1)S(NCC(C)C)(=O)=O)[C@@H](C[C@H]3NS(=O)(=O)C=3C=NC=CC3)NC(=O)C=3C=NC=CC3 |r|